2-methyl-3-phenylpropanamide CC(C(=O)N)CC1=CC=CC=C1